Cl.BrC1=CC=CC=2C=3N(C(=NC12)[C@@](N)(C)C(=O)NCCN1CCNCC1)N=C(N3)C3=CC=C(C=C3)OC 2-[7-bromo-2-(4-methoxyphenyl)[1,2,4]triazolo[1,5-c]quinazolin-5-yl]-N-[2-(piperazin-1-yl)ethyl]-D-alaninamide hydrochloride